4-((2-(4-(2,6-difluorophenyl)piperidin-1-yl)benzyl)sulfonyl)-N,N-dimethylbenzenesulfonamide FC1=C(C(=CC=C1)F)C1CCN(CC1)C1=C(CS(=O)(=O)C2=CC=C(C=C2)S(=O)(=O)N(C)C)C=CC=C1